ClC=1C=CC(=C(C(=O)NCCN2CCN(CC2)C)C1F)OC(C)C 5-chloro-6-fluoro-N-[2-(4-methylpiperazin-1-yl)ethyl]-2-[(prop-2-yl)oxy]benzamide